C1(CC1)NC(C1=C(C=C(C=C1OC)C1=CN=C2N1C=CC(=C2)C(C)N2CCCCC2)OC(F)F)=O N-cyclopropyl-2-(difluoromethoxy)-6-methoxy-4-[7-[1-(1-piperidyl)ethyl]imidazo[1,2-a]pyridin-3-yl]benzamide